FC=1C=C(SC1C(NC1=CC2=C(N=C(S2)C)C(=C1)F)=O)C1CCN(CC1)C(=O)OC(C)(C)C tert-butyl 4-[4-fluoro-5-[(4-fluoro-2-methyl-1,3-benzothiazol-6-yl)carbamoyl]thiophen-2-yl]piperidine-1-carboxylate